C(CCCCCCCCCCCCCCC)OC(=O)OOC(=O)OCCCCCCCCCCCCCCCC.FC1=C2C=NCN(C2=CC=C1)CC1=CC(=C(C=C1)F)C(=O)N1CCN(CC1)C(=O)C1CC1 5-Fluoro-1-(4-fluoro-3-(4-(cyclopropylcarbonyl)piperazine-1-carbonyl)benzyl)quinazoline di(cetyl)peroxydicarbonate